Cl.OC1(CNCCC1)CC#N 2-(3-hydroxypiperidin-3-yl)acetonitrile hydrochloride